C12(CC(C1)C2)NC(=O)C=2C=NC(=NC2)N2CCN(CC2)C(=O)C2=CC=C(C=C2)C2=NC1=C(N2)C=CC=C1C(=O)N 2-(4-(4-(5-(bicyclo[1.1.1]pentan-1-ylcarbamoyl)pyrimidin-2-yl)piperazine-1-carbonyl)phenyl)-1H-benzo[d]imidazole-4-carboxamide